O=C1N(C(C=C1)=O)CCCCCC(=O)N[C@@H](C(C)C)C(=O)N[C@@H](CCCNC(N)=O)C(=O)O N-[6-(2,5-Dioxo-2,5-dihydro-1H-pyrrol-1-yl)hexanoyl]-L-valyl-N5-carbamoyl-L-ornithin